2-(6-cyano-1H-indol-3-yl)acetic acid C(#N)C1=CC=C2C(=CNC2=C1)CC(=O)O